N-(6-amino-1-(2,6-dimethoxyphenyl)-2-(6-ethoxypyridin-2-yl)-1H-imidazo[4,5-b]pyrazin-5-yl)methanesulfonamide NC1=C(N=C2C(=N1)N(C(=N2)C2=NC(=CC=C2)OCC)C2=C(C=CC=C2OC)OC)NS(=O)(=O)C